N(=[N+]=[N-])C(C)(C)C1=CN=C(C2=CN=C(C=C12)Cl)SC 4-(2-azidopropan-2-yl)-6-chloro-1-(methylthio)-2,7-naphthyridine